FC=1C=C2CC[C@@H](C2=CC1)N (S)-5-fluoro-2,3-dihydro-1H-inden-1-amine